5-methyl-4-(1,2,3,6-tetrahydro-pyridin-4-yl)-thiophene-2-carboxylic acid [4-(1,2,3,6-tetrahydro-pyridin-4-yl)-phenyl]-amide trifluoroacetate FC(C(=O)O)(F)F.N1CCC(=CC1)C1=CC=C(C=C1)NC(=O)C=1SC(=C(C1)C=1CCNCC1)C